tert-butyl (1-(3-((7-(2-((2-(2,6-dioxopiperidin-3-yl)-1,3-dioxoisoindolin-4-yl) oxy)acetamido)heptyl)amino)-3-oxopropyl)piperidin-4-yl)carbamate O=C1NC(CCC1N1C(C2=CC=CC(=C2C1=O)OCC(=O)NCCCCCCCNC(CCN1CCC(CC1)NC(OC(C)(C)C)=O)=O)=O)=O